O=C1NC(CCC1N1CC2=CC=C(C=C2C1=O)CNC(OC1CC(C1)C1=C(C=CC=C1)F)=O)=O 3-(2-fluorophenyl)cyclobutyl ((2-(2,6-dioxopiperidin-3-yl)-3-oxoisoindolin-5-yl)methyl)carbamate